[Zr].[Ca].[Pb] lead-calcium-zirconium